1-(3-aminophenyl)-7-[4-(4-methylpiperazin-1-yl)anilino]-3-(1,2,3,4-tetrahydroquinolin-4-yl)-4H-pyrimido[4,5-d]pyrimidin-2-one NC=1C=C(C=CC1)N1C(N(CC=2C1=NC(=NC2)NC2=CC=C(C=C2)N2CCN(CC2)C)C2CCNC1=CC=CC=C21)=O